1-(4-((4-(3-cyclopropylphenyl)-5-fluoropyrimidin-2-yl)amino)cyclohexane-1-carbonyl)-4-hydroxypiperidin C1(CC1)C=1C=C(C=CC1)C1=NC(=NC=C1F)NC1CCC(CC1)C(=O)N1CCC(CC1)O